((2S,3R,4R)-4-(4-(tert-butyl)benzyl)-2-(3,4,5-trimethoxyphenyl)tetrahydrofuran-3-yl)methyl-2-methylbut-2-enoate C(C)(C)(C)C1=CC=C(C[C@@H]2[C@@H]([C@H](OC2)C2=CC(=C(C(=C2)OC)OC)OC)COC(C(=CC)C)=O)C=C1